2-methyl-N-(4-nitro-3-(trifluoromethyl)phenyl)propionamide CC(C(=O)NC1=CC(=C(C=C1)[N+](=O)[O-])C(F)(F)F)C